C1(=CC=CC=C1)P(C1=CC=CC=2C(C3=CC=CC(=C3OC12)P(C1=CC=CC=C1)C1=CC=CC=C1)(C)C)C1=CC=CC=C1 4,5-bis(diphenylphosphino)-9,9-bisMethyl-xanthene